FC1=C2C(=CN=C1NC1CC3CCC(C1)N3C)OC(=C2)C#N 4-fluoro-5-({8-methyl-8-azabicyclo[3.2.1]octan-3-yl}amino)furo[2,3-c]pyridine-2-carbonitrile